CC(C)C1=NOC(=C1)B1OC(C(O1)(C)C)(C)C 3-(propan-2-yl)-5-(4,4,5,5-tetramethyl-1,3,2-dioxaborolan-2-yl)-1,2-oxazole